bis(2,4-dicumylphenyl)pentaerythritol diphosphite tetrakis(2,4-di-tert-butylphenyl)(1,1-biphenyl)-4,4'-diylbis-phosphonite C(C)(C)(C)C1=C(C=CC(=C1)C(C)(C)C)C1=C(C(=C(C(=C1C1=CC=C(C=C1)P(O)O)C1=C(C=C(C=C1)C(C)(C)C)C(C)(C)C)C1=C(C=C(C=C1)C(C)(C)C)C(C)(C)C)P(O)O)C1=C(C=C(C=C1)C(C)(C)C)C(C)(C)C.OP(O)OP(O)O.C(C)(C)(C1=CC=CC=C1)C1=C(C=CC(=C1)C(C)(C)C1=CC=CC=C1)C(O)(C(CO)(CO)CO)C1=C(C=C(C=C1)C(C)(C)C1=CC=CC=C1)C(C)(C)C1=CC=CC=C1